1-(4-(6-(Benzyloxy)-3,4-dihydronaphthalen-1-yl)phenyl)-4-(dimethoxymethyl)piperidine silver 2-cyano-2-hydroxyimino-acetamide salt C(#N)C(C(=O)[NH-])=NO.[Ag+].C(C1=CC=CC=C1)OC=1C=C2CCC=C(C2=CC1)C1=CC=C(C=C1)N1CCC(CC1)C(OC)OC